ethyl (R)-4-hydroxy-6-methyl-6-(trifluoromethyl)-5,6-dihydro-2H-pyran-3-carboxylate OC1=C(CO[C@](C1)(C(F)(F)F)C)C(=O)OCC